3-(3-chloro-5-(pyridin-4-yl)phenoxy)-1-((4-methyl-5-oxo-4,5-dihydro-1H-1,2,4-triazol-3-yl)methyl)-4-(trifluoromethyl)pyridin-2(1H)-one ClC=1C=C(OC=2C(N(C=CC2C(F)(F)F)CC2=NNC(N2C)=O)=O)C=C(C1)C1=CC=NC=C1